NC[C@H](C1=CC(=CC=C1)Cl)NC(=O)C=1N=CN(C1)C1=NC(=NC=C1C)NC1=CC=C(C=C1)F (S)-N-(2-amino-1-(3-chlorophenyl)-ethyl)-1-(2-((4-fluoro-phenyl)amino)-5-methyl-pyrimidin-4-yl)-1H-imidazole-4-carboxamide